NC1=C(C=C(N=N1)C1=C(C=CC=C1)O)N1CC2CCC(C1)N2C2=CC(=NC=C2)C#CCN2CC1(C(C1)(F)F)CC2 2-[6-amino-5-[8-[2-[3-(2,2-difluoro-5-azaspiro[2.4]heptan-5-yl)prop-1-ynyl]-4-pyridyl]-3,8-diazabicyclo[3.2.1]octan-3-yl]pyridazin-3-yl]phenol